tert-butyl (+/-)-trans-3-fluoro-4-hydroxypyrrolidine-1-carboxylate F[C@@H]1CN(C[C@H]1O)C(=O)OC(C)(C)C |r|